sodium 5-chloro-3-methylpyrazine-2-thiolate ClC=1N=C(C(=NC1)[S-])C.[Na+]